tert-butyl 4-(5-{2-[4-fluoro-2-({[3-fluoro-4-(propan-2-yl)phenyl](phenyl)methyl}carbamoyl)pyrrolidin-1-yl]-2-oxoethyl}-1H-1,2,3-triazol-4-yl)piperazine-1-carboxylate FC1CC(N(C1)C(CC1=C(N=NN1)N1CCN(CC1)C(=O)OC(C)(C)C)=O)C(NC(C1=CC=CC=C1)C1=CC(=C(C=C1)C(C)C)F)=O